[C-]1(C=CC=C1)C[N+](C)(C)C.[CH-]1C=CC=C1.[Fe+2] (ferrocenylmethyl)trimethyl-ammonium